1,4-bischloromethyl-naphthalene ClCC1=CC=C(C2=CC=CC=C12)CCl